(1-Benzylpiperidin-4-yl)-N-(4-bromophenyl)-2-furoamide C(C1=CC=CC=C1)N1CCC(CC1)C1=C(OC=C1)C(=O)NC1=CC=C(C=C1)Br